BrC1=C2C=NNC2=C(C=C1Cl)C=C 4-bromo-5-chloro-7-ethenyl-1H-indazole